N-(tert-Butoxycarbonyl)-2,5-dimethylpyrrolidine C(C)(C)(C)OC(=O)N1C(CCC1C)C